4-fluoro-N-[(1s,4s)-4-{[2-(difluoromethyl)-1-benzothiophen-4-yl]amino}cyclohexyl]benzamide FC1=CC=C(C(=O)NC2CCC(CC2)NC2=CC=CC3=C2C=C(S3)C(F)F)C=C1